methyl 4-bromo-3-methoxy-2-oxo-2H-pyran-6-carboxylate BrC1=C(C(OC(=C1)C(=O)OC)=O)OC